(3R)-3-[(1-Aminocyclopropyl)methoxy]-3-(4-chlorophenyl)-2-[(5-chloropyridin-2-yl)methyl]-4-fluoro-6-(2-hydroxypropan-2-yl)-2,3-dihydro-1H-isoindol-1-on NC1(CC1)CO[C@]1(N(C(C2=CC(=CC(=C12)F)C(C)(C)O)=O)CC1=NC=C(C=C1)Cl)C1=CC=C(C=C1)Cl